FC([C@@H]1[C@H]2CCN[C@@H]12)(F)F |o1:2,3,7| rel-(1R,3R,5R,6R)-6-(Trifluoromethyl)-2-azabicyclo[3.1.0]hexane